COCC(CC(=O)OC)NC1=CC=C(C=C1)C methyl 4-methoxy-3-(p-tolylamino)butanoate